5-(3-(((1r,4r)-4-(5-chloro-2-methylnicotinamido)cyclohexyl)methyl)-6-methoxy-2-oxo-2,3-dihydro-1H-benzo[d]imidazol-1-yl)-N-methylpicolinamide ClC=1C=NC(=C(C(=O)NC2CCC(CC2)CN2C(N(C3=C2C=CC(=C3)OC)C=3C=CC(=NC3)C(=O)NC)=O)C1)C